Ethyl undecane-11-carboxylate CCCCCCCCCCCC(=O)OCC